3-Amino-4-(7-fluoro-1H-indazol-4-yl)-7-[2-(trifluoromethyl)-4-pyridyl]-1H-1,5-naphthyridin-2-one NC=1C(NC2=CC(=CN=C2C1C1=C2C=NNC2=C(C=C1)F)C1=CC(=NC=C1)C(F)(F)F)=O